6-azidohexan-1,1-d2-1-ol N(=[N+]=[N-])CCCCCC(O)([2H])[2H]